(1S,3S,4S)-2-((3-chloro-2-methylphenyl)glycyl)-5,5-difluoro-N-((R,E)-4-fluoro-4-(methylsulfonyl)-1-((S)-2-oxopyrrolidin-3-yl)but-3-en-2-yl)-2-azabicyclo[2.2.2]octane-3-carboxamide ClC=1C(=C(C=CC1)NCC(=O)N1[C@@H]2CC([C@H]([C@H]1C(=O)N[C@H](C[C@H]1C(NCC1)=O)\C=C(\S(=O)(=O)C)/F)CC2)(F)F)C